3-(3'-adamantan-1-yl-4'-hydroxycarbamoylmethoxy-biphenyl-4-yl)-acrylic acid C12(CC3CC(CC(C1)C3)C2)C=2C=C(C=CC2OCC(NO)=O)C2=CC=C(C=C2)C=CC(=O)O